((methylsulfonyl) oxy)-3,3-diphenylpropyl 5-(benzyloxy)-4-oxo-1-((2-(trimethylsilyl) ethoxy) methyl)-1,4-dihydropyridazine-3-carboxylate C(C1=CC=CC=C1)OC=1C(C(=NN(C1)COCC[Si](C)(C)C)C(=O)OCCC(C1=CC=CC=C1)(C1=CC=CC=C1)OS(=O)(=O)C)=O